methyl (4S)-6-chloro-2-[(2,4-dimethoxyphenyl)methyl]-1-oxo-3,4-dihydroisoquinoline-4-carboxylate ClC=1C=C2[C@@H](CN(C(C2=CC1)=O)CC1=C(C=C(C=C1)OC)OC)C(=O)OC